4-(2-(dimethylamino)ethyl)aniline methyl-2-aminopyrazolo[1,5-a]pyridine-7-carboxylate COC(=O)C1=CC=CC=2N1N=C(C2)N.CN(CCC2=CC=C(N)C=C2)C